(E)-6-(4-(Dimethylamino)but-2-enoyl)-4-(2-(1-(prop-2-yn-1-yl)-3-(trifluoromethyl)-1H-pyrazol-4-yl)phenyl)-4,5,6,7-tetrahydrothieno[2,3-c]pyridine-2-carbonitrile CN(C/C=C/C(=O)N1CC2=C(C(C1)C1=C(C=CC=C1)C=1C(=NN(C1)CC#C)C(F)(F)F)C=C(S2)C#N)C